C(C)(C)N1N=NC2=C1C=C(C=C2)C=2C=CN1N=C(N=C(C12)OC)NC1CC(C1)(O)C (1s,3s)-3-((5-(1-isopropyl-1H-benzo[d][1,2,3]triazol-6-yl)-4-methoxypyrrolo[2,1-f][1,2,4]triazin-2-yl)amino)-1-methylcyclobutan-1-ol